BrC=1C(=C2C(=NC1)NC(=N2)C2=C(N(C(=C2)C)C2=CC=C(C=C2)C(=O)N2CCOCC2)C)N[C@@H]2CN(CC2)S(=O)(=O)CC (S)-(4-(3-(6-bromo-7-((1-(ethylsulfonyl)pyrrolidine-3-yl)amino)-3H-imidazo[4,5-b]pyridine-2-yl)-2,5-dimethyl-1H-pyrrol-1-yl)phenyl)(morpholino)methanone